ethyl-(S)-3-(3,4-difluorobenzyl)urea C(C)NC(=O)NCC1=CC(=C(C=C1)F)F